Dimethyl 2-(but-3-en-1-yl)-2-(4-(methoxycarbonyl)benzyl)malonate C(CC=C)C(C(=O)OC)(C(=O)OC)CC1=CC=C(C=C1)C(=O)OC